OC=1C(=NC=CC1)C1OC2=C(O1)C=CC(=C2)C(=O)N (3-hydroxypyridin-2-yl)benzo[d][1,3]dioxole-5-carboxamide